C1(=CC=CC=C1)N1C=NC2=C1C1=C(SC2=O)C=CC=C1 1-phenyl-[1]benzothiopyrano[3,4-d]imidazol-4(1H)-one